2-Amino-N-(1-[8-chloro-5-(3-methyl-1,1-dioxidothiomorpholin-4-yl)imidazo[1,5-a]pyridin-6-yl]ethyl)pyrazolo[1,5-a]pyrimidine-3-carboxamide NC1=NN2C(N=CC=C2)=C1C(=O)NC(C)C=1C=C(C=2N(C1N1C(CS(CC1)(=O)=O)C)C=NC2)Cl